5-(azidomethylene)-2-(ethylsulfonyl)thiazole N(=[N+]=[N-])C=C1C=NC(S1)S(=O)(=O)CC